FC=1C(=C(C=CC1C)S(=O)(=O)Cl)OC 3-Fluoro-2-methoxy-4-methylbenzenesulfonyl chloride